4-(3-iodoimidazo[1,2-a]pyridin-6-yl)benzoic acid IC1=CN=C2N1C=C(C=C2)C2=CC=C(C(=O)O)C=C2